C(CCC(=O)O)(=O)O.C(CCCCO)O pentylene glycol succinate